3-[(6-cyclohexylpyridazin-3-yl)amino]-N-[(5-methylfuran-2-yl)methyl]benzamide C1(CCCCC1)C1=CC=C(N=N1)NC=1C=C(C(=O)NCC=2OC(=CC2)C)C=CC1